[Si](C)(C)(C(C)(C)C)O[C@H]1[C@@H]([C@@H](O[C@]1(CCl)CO[Si](C)(C)C(C)(C)C)N1C(NC(C=C1)=O)=O)C 1-[(2R,3S,4S,5R)-4-[(tert-butyldimethylsilyl)oxy]-5-{[(tert-butyldimethylsilyl)oxy]methyl}-5-(chloromethyl)-3-methyloxolan-2-yl]-3H-pyrimidine-2,4-dione